4aH-carbazole C1=CC=CC2C3=CC=CC=C3N=C12